NCC1=NC=CC(=C1OC)C=1C=C2C(=NN(C2=CC1)C1CCCC1)COC1=C(C=CC=C1)CC(=O)O 2-(2-((5-(2-(aminomethyl)-3-methoxypyridin-4-yl)-1-cyclopentyl-1H-indazol-3-yl)methoxy)phenyl)acetic acid